1-(1-(3-Chloro-5-(trifluoromethyl)pyridin-2-yl)piperidin-4-yl)-1-methyl-3-(pyridin-3-yl)thiourea ClC=1C(=NC=C(C1)C(F)(F)F)N1CCC(CC1)N(C(=S)NC=1C=NC=CC1)C